4-(6-(prop-1-en-2-yl)pyrazin-2-yl)aniline C=C(C)C1=CN=CC(=N1)C1=CC=C(N)C=C1